ClC1=C(C=2N=C(N=C(C2C=N1)N1CC2CCC(C1)O2)OCC21CCCN1CCC2)F 3-(7-Chloro-8-fluoro-2-((tetrahydro-1H-pyrrolizin-7a(5H)-yl)methoxy)pyrido[4,3-d]pyrimidin-4-yl)-8-oxa-3-azabicyclo[3.2.1]octane